5-benzyl 2-ethyl 5,6-dihydro-4H-cyclopenta[b]thiophene-2,5-dicarboxylate S1C2=C(C=C1C(=O)OCC)CC(C2)C(=O)OCC2=CC=CC=C2